N(=[N+]=[N-])[C@H]([C@@H](F)C1=CC=C(C#N)C=C1)[C@@H](C(C)C)F 4-((1S,2S,3R)-2-azido-1,3-difluoro-4-methylpentyl)benzonitrile